1-carbonyl-8-azaspiro[4.5]decan-2-ene-8-carboxylic acid tert-butyl ester C(C)(C)(C)OC(=O)N1CCC2(CC=CC2=C=O)CC1